2,4-dichlorophenoxyacetic acid copper [Cu].ClC1=C(OCC(=O)O)C=CC(=C1)Cl